6-chloroazaindole C1=CC2=C(C=C1Cl)NN=C2